C1(CC1)NCC=1[C-]=NC1 3-[(cyclopropylamino)methyl]azetid